tert-Butyl 3-(3-{1-[4-amino-3-(1,2-dihydroxyethyl)-1H-pyrazolo[3,4-d]pyrimidin-1-yl]ethyl}-5-chloro-2-ethoxy-6-fluorophenyl)azetidine-1-carboxylate NC1=C2C(=NC=N1)N(N=C2C(CO)O)C(C)C=2C(=C(C(=C(C2)Cl)F)C2CN(C2)C(=O)OC(C)(C)C)OCC